BrC1=CC=CC2=C1SC(=C2)C 7-bromo-2-methylbenzo[b]thiophene